2-(4-(benzyloxy)-2-fluorophenyl)acetic acid C(C1=CC=CC=C1)OC1=CC(=C(C=C1)CC(=O)O)F